COC1=CC=C(CN2C(C3=C4C(C(=CC=C24)N2N=CC(=C2C(F)(F)F)C(=O)O)=CC=C3)=C=O)C=C1.[Cl].[Rb].[Cu] copper-rubidium chlorine 1-(1-(4-Methoxybenzyl)-2-carbonyl-1,2-dihydrobenzo[cd]indol-6-yl)-5-trifluoromethyl-1H-pyrazole-4-carboxylic acid